C(C)(C)OC1CN(C1)CC1=CC(=NC=C1)C=1C=C2CN(C(C2=CC1)=O)C1C(NC(CC1)=O)=O 3-(5-(4-((3-isopropoxyazetidin-1-yl)methyl)pyridin-2-yl)-1-oxoisoindolin-2-yl)piperidine-2,6-dione